(S)-3-(3-Methyl-2,5-dioxooxazolidin-4-yl)propanenitrile CN1C(OC([C@@H]1CCC#N)=O)=O